FC1=C(C(=C(C(=C1F)F)F)F)[B-](C1=C(C(=C(C(=C1F)F)F)F)F)(C1=C(C(=C(C(=C1F)F)F)F)F)C1=C(C(=C(C(=C1F)F)F)F)F.C(C)(C)(C)C1=[O+]C2=C(C(=C1)\C=C\C=C\C=C\1/C=C(OC3=CC=CC=C13)C(C)(C)C)C=CC=C2 2-(tert-butyl)-4-((1E,3E)-5-((E)-2-(tert-butyl)-4H-chromen-4-ylidene)penta-1,3-dien-1-yl)benzopyrylium tetrakis(perfluorophenyl)borate